tribenzyl-ammonium salicylate C(C=1C(O)=CC=CC1)(=O)[O-].C(C1=CC=CC=C1)[NH+](CC1=CC=CC=C1)CC1=CC=CC=C1